NC=1C(=NC(=C(N1)N1N=CC=N1)C=1C=CC=2N(C1)C(=CN2)C)C(=O)NC[C@@H]2COCC2 (R)-3-amino-6-(3-methylimidazo[1,2-a]pyridin-6-yl)-N-((tetrahydrofuran-3-yl)methyl)-5-(2H-1,2,3-triazol-2-yl)pyrazine-2-carboxamide